C(C)(C)(C)N1N=NC(=C1)C(=O)NCC1CC(N(CC1)C=1C=2N(C=C(N1)C=1C=NN(C1)C)N=CC2)C 1-(tert-butyl)-N-((2-methyl-1-(6-(1-methyl-1H-pyrazol-4-yl)pyrazolo[1,5-a]pyrazin-4-yl)piperidin-4-yl)methyl)-1H-1,2,3-triazole-4-carboxamide